O[C@@H]1[C@@H]2CN([C@H](C1)C2)C(=O)OC(C)(C)C tert-butyl (1S,4S,5S)-5-hydroxy-2-azabicyclo[2.2.1]heptane-2-carboxylate